CNCC(C)(C)C N,2,2-trimethyl-propan-1-amine